3-[METHYL(PENTYL)AMINO]PROPANAL CN(CCC=O)CCCCC